C(#N)N1C[C@H]([C@@H](C1)C(F)(F)F)C(=O)NC=1SC(=CN1)C1=CC=CC=C1 (3S,4S)-1-cyano-N-(5-phenylthiazol-2-yl)-4-(trifluoromethyl)pyrrolidine-3-carboxamide